C(C)(C)(C)OC(=O)N1CCC(CC1)COC=1C(=NC=NC1)C=1C=NN(C1)C1=C(C=CC=C1F)F 4-(((4-(1-(2,6-difluorophenyl)-1H-pyrazol-4-yl)pyrimidin-5-yl)oxy)methyl)piperidine-1-carboxylic acid tert-butyl ester